3-[4-[4-hydroxy-4-(2-oxo-2-piperazin-1-yl-ethyl)-1-piperidyl]-3-(trifluoromethyl)anilino]piperidine-2,6-dione OC1(CCN(CC1)C1=C(C=C(NC2C(NC(CC2)=O)=O)C=C1)C(F)(F)F)CC(N1CCNCC1)=O